C1(CCC1)CC(=O)NC1=CC(=C(C=C1)C)C=1OC=C(N1)C1CC1 2-cyclobutyl-N-(3-(4-cyclopropyloxazol-2-yl)-4-methylphenyl)acetamide